C(#N)C=1C(=C(C=CC1CC(C)C)N1C=NC=C1)NC 1-(3-cyano-4-isobutyl-methylamino-phenyl)-imidazole